C12C3(C4CC(CC(C1)C4)C2)O[C@]2(OO3)C[C@@H](CCC2)C2=CC=C(OCC(C)(C)N)C=C2 2-(p-{(1R,3R)-Dispiro[cyclohexane-1,3'-[1,2,4]trioxolane-5',2''-tricyclo[3.3.1.13,7]decan]-3-yl}phenoxy)-1,1-dimethylethylamine